5β-pregnan-21-ol-20-one C(C([C@H]1CC[C@H]2[C@@H]3CC[C@@H]4CCCC[C@]4(C)[C@H]3CC[C@]12C)=O)O